COC1=C(CNC2=CC(=NC=N2)C(=O)O)C=CC(=C1)OC 6-((2,4-dimethoxybenzyl)amino)pyrimidine-4-carboxylic acid